butyl 3-[4-ethoxy-5-(8-fluoro-2-methylimidazo[1,2-a]pyridin-6-ylcarbamoyl)pyrimidin-2-yl]-2,5-dihydro-1H-pyrrole-1-carboxylate C(C)OC1=NC(=NC=C1C(NC=1C=C(C=2N(C1)C=C(N2)C)F)=O)C=2CN(CC2)C(=O)OCCCC